1-[[2-(Methoxymethyl)-6-(trifluoromethyl)imidazo-[2,1-b][1,3,4]thiadiazol-5-yl]methyl]-3-(3,3,3-trifluoropropyl)-2H-pyrrol-5-on COCC1=NN2C(S1)=NC(=C2CN2CC(=CC2=O)CCC(F)(F)F)C(F)(F)F